COC(C1=CC=C(C(=O)OC)C=C1)=O dimethylterephthalate